5-(6-methylpyrimidin-4-yl)-2-{3-[(3RS)-3-(prop-2-yl)piperazin-1-yl]-1,2,4-triazin-6-yl}phenol CC1=CC(=NC=N1)C=1C=CC(=C(C1)O)C1=CN=C(N=N1)N1C[C@H](NCC1)C(C)C |r|